bis(2,5-bis(2-bromoethoxy)phenyl)methane BrCCOC1=C(C=C(C=C1)OCCBr)CC1=C(C=CC(=C1)OCCBr)OCCBr